2,4-bis(benzyloxy)-3,5-difluorobenzaldehyde C(C1=CC=CC=C1)OC1=C(C=O)C=C(C(=C1F)OCC1=CC=CC=C1)F